C1(=CC=CC=C1)S(=O)(=O)N1N=C(C=C1)C1=CN(C=2N=C(N=CC21)Cl)[C@@H]2C[C@@H]([C@@H]1[C@H]2OC(O1)(C)C)C1CCN(CC1)C 4-[(3aR,4R,6R,6aS)-6-{5-[1-(benzenesulfonyl)pyrazol-3-yl]-2-chloropyrrolo[2,3-d]pyrimidin-7-yl}-2,2-dimethyl-tetrahydro-3aH-cyclopenta[d][1,3]dioxol-4-yl]-1-methylpiperidine